Benzyl (2S)-2-(cyanomethyl)-4-[2-[[(2S,4R)-4-fluoro-1-methylpyrrolidin-2-yl]methoxy]-7-(8-methyl-1-naphthyl)-6,8-dihydro-5H-pyrido[3,4-d]pyrimidin-4-yl]piperazine-1-carboxylate C(#N)C[C@@H]1N(CCN(C1)C=1C2=C(N=C(N1)OC[C@H]1N(C[C@@H](C1)F)C)CN(CC2)C2=CC=CC1=CC=CC(=C21)C)C(=O)OCC2=CC=CC=C2